COC1=CC=C(C=C1)CN1C(C(CCC1=O)N1C(N(C2=C1C=CC=C2N2C[C@H](N(CC2)C(=O)OC(C)(C)C)C)C)=O)=O Tert-butyl (2R)-4-[1-[1-[(4-methoxyphenyl)methyl]-2,6-dioxo-3-piperidyl]-3-methyl-2-oxo-benzimidazol-4-yl]-2-methyl-piperazine-1-carboxylate